6-methoxy-5-(prop-1-en-2-yl)nicotinaldehyde COC1=NC=C(C=O)C=C1C(=C)C